(difluoro(imidazo[1,2-a]pyridin-8-ylsulfonyl)methyl)-piperidine-1-carboxylic acid tert-butyl ester C(C)(C)(C)OC(=O)N1C(CCCC1)C(S(=O)(=O)C=1C=2N(C=CC1)C=CN2)(F)F